Malic acid nicotine salt N1=CC=CC(=C1)C1N(C)CCC1.C(C(O)CC(=O)O)(=O)O